C(#N)CC1=CC(=C(C=C1F)C=1N=C2N(C=CC(=C2)C2COC2)C1S(=O)(=O)N)OC [4-(cyanomethyl)-5-fluoro-2-methoxy-phenyl]-7-(oxetan-3-yl)imidazo[1,2-a]pyridine-3-sulfonamide